ClC1=C(C=2N=C(N=C(C2C(=N1)OC[C@@H]1[C@H]2CN([C@@H](CN1)CC2)C(=O)OC(C)(C)C)O)SC)F tert-Butyl (1R,2S,5R)-2-(((7-chloro-8-fluoro-4-hydroxy-2-(methylthio)pyrido[4,3-d]pyrimidin-5-yl)oxy)methyl)-3,6-diazabicyclo[3.2.2]nonane-6-carboxylate